NCC1=C(C=NC(=C1)F)N1C(NC(CC1)=O)=O 1-(4-(Aminomethyl)-6-fluoropyridin-3-yl)dihydropyrimidine-2,4(1H,3H)-dione